NC[C@]1([C@H]([C@@H](N[C@H]1CC(C)(C)C)C(=O)O)C1=C(C(=CC=C1)Cl)F)C1=C(C=C(C=C1)Cl)F (2R,3S,4S,5S)-4-(aminomethyl)-3-(3-chloro-2-fluorophenyl)-4-(4-chloro-2-fluorophenyl)-5-Neopentylpyrrolidine-2-carboxylic acid